7-(3-formyl-1,5-dimethyl-1H-pyrazol-4-yl)-1-methyl-1H-indole-2-carboxylic acid ethyl ester C(C)OC(=O)C=1N(C2=C(C=CC=C2C1)C=1C(=NN(C1C)C)C=O)C